C(=O)(O)C1=C(C=CC(=C1)C(=O)O)P(C)(C)=O 2,4-dicarboxyphenyl-dimethyl-phosphine oxide